OC1(CCN(CC1)C(=O)OCCCC)C(=O)[O-] butyl 4-hydroxypiperidine-1,4-dicarboxylate